Cl.C(C)OC(=O)[C@H]1[C@@H](CCCC1)N Trans-(1R,2R)-2-aminocyclohexanecarboxylic acid Ethyl ester hydrochloride